3-amino-N-(8-(bis(2,4-dimethoxybenzyl)amino)-6-(4-methylpyridin-3-yl)-2,7-naphthyridin-3-yl)bicyclo[3.1.0]Hexane-6-carboxamide NC1CC2C(C2C1)C(=O)NC=1N=CC2=C(N=C(C=C2C1)C=1C=NC=CC1C)N(CC1=C(C=C(C=C1)OC)OC)CC1=C(C=C(C=C1)OC)OC